C1(C(CCC1)CO)(CO)CO cyclopentanetrimethanol